5-bromo-N2-(2-methoxy-4-(4-(4-methylpiperazin-1-yl)piperidin-1-yl)phenyl)-N4-phenylpyrimidine-2,4-diamine BrC=1C(=NC(=NC1)NC1=C(C=C(C=C1)N1CCC(CC1)N1CCN(CC1)C)OC)NC1=CC=CC=C1